tert-butyl N-(2-[2,4-dichloro-6-(1,3,4,5-tetrahydrobenzo[cd]indol-4-ylamino) pyrimidin-5-yl]oxyethyl)carbamate ClC1=NC(=C(C(=N1)Cl)OCCNC(OC(C)(C)C)=O)NC1CC=2C=3C(=CNC3C=CC2)C1